Methoxyethyl-methylpyrrolidine COCCC1N(CCC1)C